OC(CC[C@H]1NC(OC1)=O)(C)C (4R)-4-(3-hydroxy-3-methyl-butyl)oxazolidin-2-one